tert-butyl (S)-10-hydroxy-10-((4-(2-methoxyphenyl)-6-oxopyrimidin-1(6H)-yl)methyl)-7-azaspiro[4.5]decane-7-carboxylate O[C@]1(CCN(CC12CCCC2)C(=O)OC(C)(C)C)CN2C=NC(=CC2=O)C2=C(C=CC=C2)OC